N-tert-butyl-4-[[indan-1-carbonyl]amino]pyridine-2-carboxamide ethyl-8-chloro-1-[(4-methoxyphenyl)methyl]-4-oxo-1,7-naphthyridine-3-carboxylate C(C)OC(=O)C1=CN(C2=C(N=CC=C2C1=O)Cl)CC1=CC=C(C=C1)OC.C(C)(C)(C)NC(=O)C1=NC=CC(=C1)NC(=O)C1CCC2=CC=CC=C12